4-oxobut-2-yn-1-yl 2-oxopropanoate O=C(C(=O)OCC#CC=O)C